NC1=NC(=C(C=2N1C(N(N2)CC=2N=COC2C)=O)C2=CC(=NC(=C2)C(F)(F)F)CO)C2=CC=CC=C2 5-amino-8-[2-(hydroxymethyl)-6-(trifluoromethyl)-4-pyridinyl]-2-[(5-methyl-oxazol-4-yl)methyl]-7-phenyl-[1,2,4]triazolo[4,3-c]pyrimidin-3-one